4-methyl-N-(5-methylpyridin-3-yl)piperidin-4-carboximidamide CC1(CCNCC1)C(NC=1C=NC=C(C1)C)=N